C(C)(C)(C)OC(=O)N1CCN(CC1)C1=C(C=C2C(=NN(C2=C1)C)N1C(NC(CC1)=O)=O)F.COCOC1=C(C=CC(=C1)OCOC)C(C)O[Si](C)(C)C(C)(C)C (1-(2,4-bis(methoxymethoxy)phenyl)ethoxy)(t-butyl)dimethylsilane tert-butyl-4-(3-(2,4-dioxotetrahydropyrimidin-1(2H)-yl)-5-fluoro-1-methyl-1H-indazol-6-yl)piperazine-1-carboxylate